methyl 2-(1-benzylpiperidin-4-yloxy)-2-methylpropanoate C(C1=CC=CC=C1)N1CCC(CC1)OC(C(=O)OC)(C)C